[Te+2].C(CCC)(=O)[O-].C(CCC)(=O)[O-] dibutyrate tellurium